(2Z,4Z,6E,8Z)-3,5,7-trimethyl-2,4,6,8-undecatetraene C/C(=C/C)/C=C(\C=C(\C=C/CC)/C)/C